NC1=C2C(=NC=N1)N(N=C2C2=CC=C(C=C2)OC2=CC=CC=C2)[C@H]2CN(CCC2)C(=O)N2CCNCC2 (R)-(3-(4-Amino-(4-phenoxyphenyl)-1H-pyrazolo[3,4-d]pyrimidin-1-yl)piperidin-1-yl)(piperazine-1-yl)methanone